1-(4-chloro-6-(2-fluoroethoxy)quinazolin-5-yl)-N,N-dimethylazetidin-3-amine ClC1=NC=NC2=CC=C(C(=C12)N1CC(C1)N(C)C)OCCF